4-(2-(3,4-dimethoxyphenyl)-3-isopropyl-1H-indol-5-yl)piperidin COC=1C=C(C=CC1OC)C=1NC2=CC=C(C=C2C1C(C)C)C1CCNCC1